(E)-(3,4-diazidobut-1-en-1-yl)benzene N(=[N+]=[N-])C(/C=C/C1=CC=CC=C1)CN=[N+]=[N-]